(diacetoxy-iodo)benzene C(C)(=O)OI(OC(C)=O)C1=CC=CC=C1